4-[2-(4-{[(2R,7aS)-2-fluoro-hexahydropyrrolizin-7a-yl]methoxy}-6-[(1R,5S)-3,8-diazabicyclo[3.2.1]octan-3-yl]-1,3,5-triazin-2-yl)ethyl]-5,6-difluoronaphthalen-2-ol F[C@@H]1C[C@@]2(CCCN2C1)COC1=NC(=NC(=N1)N1C[C@H]2CC[C@@H](C1)N2)CCC2=CC(=CC1=CC=C(C(=C21)F)F)O